NC=1N=CC(=NC1C1=NN(C(C=C1)=O)C1=CC(=CC(=C1)OC)OC)C=1C=NN(C1)C[C@H]1CN([C@@H](CO1)C)C(=O)OC(C)(C)C tert-butyl (2R,5R)-2-((4-(5-amino-6-(1-(3,5-dimethoxyphenyl)-6-oxo-1,6-dihydropyridazin-3-yl)pyrazin-2-yl)-1H-pyrazol-1-yl)methyl)-5-methylmorpholine-4-carboxylate